2-Chloro-6,7-dihydro-8H-pyrimido[5,4-b][1,4]oxazine-8-carboxylic acid tert-butyl ester C(C)(C)(C)OC(=O)N1C2=C(OCC1)C=NC(=N2)Cl